C(C)(C)(C)OC(=O)NCCOC1=C2C(N(C(C2=CC=C1)=O)[C@H](C(=O)O)CC1=CNC2=CC=CC=C12)=O (S)-2-(4-(2-((tert-butoxycarbonyl)amino)ethoxy)-1,3-dioxoisoindolin-2-yl)-3-(1H-indol-3-yl)propionic acid